ClC=1C=C2C=CC(=NC2=CC1)N1CCNCC1 6-Chloro-2-piperazin-1-yl-quinoline